(S)-2-(2-methyl-[1,1'-biphenyl]-3-yl)-6,7,8,9-tetrahydrooxazolo[5',4':4,5]benzo[1,2-f][1,4]oxazepine-7-carboxylic acid CC1=C(C=CC=C1C=1OC2=CC3=C(CN[C@@H](CO3)C(=O)O)C=C2N1)C1=CC=CC=C1